FC1=C(C(=O)O)C(=CC(=C1I)F)C 2,4-difluoro-3-iodo-6-methylbenzoic acid